tertbutyl N-methyl-N-(4-piperidyl)carbamate CN(C(OC(C)(C)C)=O)C1CCNCC1